NC(C[C@](C)(C1CC1)NC(C1=CC(=C(C=C1)C1CC1)OCCF)=O)=O N-[(2R)-4-amino-2-cyclopropyl-4-oxobutan-2-yl]-4-cyclopropyl-3-(2-fluoroethoxy)benzamide